FC(CF)[Si](OC)(OC)OC 1,2-difluoroethyltrimethoxysilane